ethyl (R)-6-(2-((2-(4-fluorophenyl)-5-methyl-1H-imidazol-1-yl) methyl) phenoxy)-3-methylhexanoate FC1=CC=C(C=C1)C=1N(C(=CN1)C)CC1=C(OCCC[C@H](CC(=O)OCC)C)C=CC=C1